4-{[6-(3,8-diazabicyclo[3.2.1]octan-3-yl)-2-{[(2R,7aS)-2-fluorotetrahydro-1H-pyrrolizin-7a(5H)-yl]methoxy}-7-(3-methoxycyclobutyl)-7H-purin-8-yl]oxy}-5-ethynyl-6-fluoro-2-naphthol C12CN(CC(CC1)N2)C2=C1N(C(=NC1=NC(=N2)OC[C@]21CCCN1C[C@@H](C2)F)OC2=CC(=CC1=CC=C(C(=C21)C#C)F)O)C2CC(C2)OC